C(C1=CC=C(N(C)C)C=C1)(C1=CC=C(N(C)C)C=C1)C1=CC=C(N(C)C)C=C1 4,4',4''-Methylidynetris(N,N-Dimethylanilin)